(R)-N-(1-(2-(1H-indazol-6-yl)quinolin-4-yl)ethyl)-5-(2-(dimethylamino)ethoxy)-2-methylbenzamide N1N=CC2=CC=C(C=C12)C1=NC2=CC=CC=C2C(=C1)[C@@H](C)NC(C1=C(C=CC(=C1)OCCN(C)C)C)=O